5-(2-amino-[1,2,4]triazolo[1,5-a]pyridin-7-yl)-1-methyl-1H-indazole-3-carboxylic acid NC1=NN2C(C=C(C=C2)C=2C=C3C(=NN(C3=CC2)C)C(=O)O)=N1